6-chloro-N-methyl-5-(piperazin-1-yl)picolinamide (S)-ethyl-2-(2-((5-(3-(1-amino-2-hydroxyethyl)phenyl)benzofuran-3-yl)methoxy)phenyl)acetate C(C)OC(CC1=C(C=CC=C1)OCC1=COC2=C1C=C(C=C2)C2=CC(=CC=C2)[C@@H](CO)N)=O.ClC2=C(C=CC(=N2)C(=O)NC)N2CCNCC2